N1(C=NC=C1)C1CCC(CC1)OC1=C2C=C(C=NC2=CC(=N1)N1CCOCC1)NS(=O)(=O)C N-(5-(((1s,4s)-4-(1H-imidazol-1-yl)cyclohexyl)oxy)-7-morpholino-1,6-naphthyridin-3-yl)methanesulfonamide